5-(((tert-butyldimethylsilyl)oxy)methyl)thiazole-2-carbaldehyde oxime [Si](C)(C)(C(C)(C)C)OCC1=CN=C(S1)C=NO